4-(4-((2,4-diamino-pyrimidin-5-yl)oxy)-5-iso-propyl-pyridin-2-yl)-2-methyl-but-3-yn-2-ol NC1=NC=C(C(=N1)N)OC1=CC(=NC=C1C(C)C)C#CC(C)(O)C